CC1(OB(OC1(C)C)/C=C/C(C)NC([O-])=O)C (E)-(4-(4,4,5,5-tetramethyl-1,3,2-dioxaborolan-2-yl)but-3-en-2-yl)carbamate